ClCC(C)OC(CCl)C bis-(2-chloro-1-Methyl ethyl) ether